O1N=C(C=C1)C=1N=C(C2=C(N1)SC(=C2)C)NCCCC2=CC=C(C=C2)C2=NC=C(C=C2)OC(F)(F)F 2-(isoxazol-3-yl)-6-methyl-N-(3-(4-(5-(trifluoromethoxy)pyridin-2-yl)phenyl)propyl)thieno[2,3-d]pyrimidin-4-amine